NC=1C=C(C=NC1)C=1N(C2=CC=CC=C2C1)CC(F)(F)F 2-(5-aminopyridin-3-yl)-1-(2,2,2-trifluoroethyl)-1H-indol